tert-butyl 2-methyl-6,7-dihydro-4H-pyrazolo[4,3-c]pyridine-5-carboxylate CN1N=C2C(CN(CC2)C(=O)OC(C)(C)C)=C1